N-(3-methoxyphenyl)-2-((2-aminobenzyl)amino)acetamide COC=1C=C(C=CC1)NC(CNCC1=C(C=CC=C1)N)=O